trifluoro methylethylene carbonate C(O)(O)=O.FC(=C(C)F)F